N-(1-acetyl-4-(trifluoromethyl)piperidine-4-carbonyl)-O-(cis-3-(2-(5,6,7,8-tetrahydro-1,8-naphthyridin-2-yl)ethyl)cyclobutyl)homoserine C(C)(=O)N1CCC(CC1)(C(=O)N[C@@H](CCO[C@@H]1C[C@@H](C1)CCC1=NC=2NCCCC2C=C1)C(=O)O)C(F)(F)F